BrC=1C(=C(OCCC(=O)O)C=CC1)F 3-(3-bromo-2-fluorophenoxy)propionic acid